N-((6-chloro-3-iodopyridin-2-yl)carbamoyl)benzamide ClC1=CC=C(C(=N1)NC(=O)NC(C1=CC=CC=C1)=O)I